N,N-dimethyl-p-anisidine CN(C1=CC=C(OC)C=C1)C